methyl 3-chloro-6-ethyl-5-((tetrahydro-2H-pyran-4-yl)amino)pyrazine-2-carboxylate ClC=1C(=NC(=C(N1)NC1CCOCC1)CC)C(=O)OC